CN1C2CC(C(C1)C2)COC2=NC=CC(=C2)CN (2-((2-methyl-2-azabicyclo[2.2.1]hept-5-yl)methoxy)pyridin-4-yl)methylamine